N1(N=CN=C1)CC1(CC(CO1)CNC(=O)C1=CC2=C(N=C(C(N2C2=CC=C3CCN(C3=C2)C2=CC=CC=C2)=O)N)S1)C1=C(C=C(C=C1)F)F N-((5-((1H-1,2,4-triazol-1-yl)methyl)-5-(2,4-difluorophenyl)tetrahydrofuran-3-yl)methyl)-3-amino-2-oxo-1-(1-phenylindolin-6-yl)-1,2-dihydrothieno[2,3-b]pyrazine-6-carboxamide